O=C1N(CCC2(C1)C(NCCCC2)=O)CC(=O)OC(C)(C)C tert-Butyl 2-(4,7-dioxo-3,8-diazaspiro[5.6]dodecan-3-yl)acetate